[4-(4-Hydroxybenzoyl)phenyl] acetate C(C)(=O)OC1=CC=C(C=C1)C(C1=CC=C(C=C1)O)=O